(E)-N-(4-((5-(furan-2-yl)-2-methoxyphenyl)amino)-7-methoxyquinazolin-6-yl)-4-(4-Methylpiperazin-1-yl)but-2-enamide O1C(=CC=C1)C=1C=CC(=C(C1)NC1=NC=NC2=CC(=C(C=C12)NC(\C=C\CN1CCN(CC1)C)=O)OC)OC